BrC1=CC=C(C2=NN(N=C21)CCCCCCCCCC)Br 4,7-dibromo-2-(decyl)-2H-benzotriazole